4-((4-(4-aminopiperidin-1-yl)-4-oxobutyl)amino)-2-(2,6-dioxopiperidin-3-yl)isoindoline NC1CCN(CC1)C(CCCNC1=C2CN(CC2=CC=C1)C1C(NC(CC1)=O)=O)=O